6-{6-cyclopropyl-4-[4-fluoro-2-(4-methyl-4H-1,2,4-triazol-3-yl)phenyl]-2-pyridyl}-2-[2,2,2-trifluoro-1-(2-methoxyethylamino)ethyl]-1,6-dihydro-1,4,6-triaza-7-indenone C1(CC1)C1=CC(=CC(=N1)N1C=NC=2C=C(NC2C1=O)C(C(F)(F)F)NCCOC)C1=C(C=C(C=C1)F)C1=NN=CN1C